tert-Butyl 4-((4-(3-(4-cyano-3-(trifluoromethyl)phenyl)-5,5-dimethyl-4-oxo-2-thioxoimidazolidin-1-yl)-2-fluorophenoxy)methyl)piperidine-1-carboxylate C(#N)C1=C(C=C(C=C1)N1C(N(C(C1=O)(C)C)C1=CC(=C(OCC2CCN(CC2)C(=O)OC(C)(C)C)C=C1)F)=S)C(F)(F)F